(3R)-1-(2-((3-azabicyclo[3.1.0]hex-1-yl)methoxy)-7-(8-ethyl-7-fluoro-3-hydroxynaphthalen-1-yl)-8-fluoropyrido[4,3-d]pyrimidin-4-yl)-3-methylpiperidin-3-ol C12(CNCC2C1)COC=1N=C(C2=C(N1)C(=C(N=C2)C2=CC(=CC1=CC=C(C(=C21)CC)F)O)F)N2C[C@@](CCC2)(O)C